F[C@H]1CN(CC[C@H]1NC1=CC=CN2C(=C(C=C12)C#CCNC1=C(C=C(C=C1)C(NC)=O)OC)SC(F)(F)F)C(=O)OC(C)(C)C tert-butyl (3S,4R)-3-fluoro-4-{[2-(3-{[2-methoxy-4-(methylcarbamoyl)phenyl]amino} prop-1-yn-1-yl)-3-[(trifluoromethyl)sulfanyl]indolizin-8-yl]amino}piperidine-1-carboxylate